FC1(CC2(CC(C2)C(=O)N[C@@H](C)C2=CC=C(C=C2)NC(OCC2=CN=CO2)=O)C1)F oxazol-5-ylmethyl (S)-(4-(1-(6,6-difluorospiro[3.3]heptane-2-carboxamido)eth-yl)phenyl)carbamate